N-(2-(methylsulfonylamino)ethyl)-8-(4-(trifluoromethyl)cyclohex-1-en-1-yl)quinoline-3-carboxamide CS(=O)(=O)NCCNC(=O)C=1C=NC2=C(C=CC=C2C1)C1=CCC(CC1)C(F)(F)F